NC[C@]1([C@H]([C@@H](N([C@H]1CC(C)(C)C)CC)C(=O)N)C1=CC=C(C=C1)Cl)C1=C(C=C(C=C1)Cl)F (2R,3R,4S,5S)-4-(aminomethyl)-4-(4-chloro-2-fluorophenyl)-1-ethyl-3-(4-chlorophenyl)-5-neopentylpyrrolidine-2-carboxamide